C(C1=CC=CC=C1)OC(=O)[C@H]1NC(C=2NC3=CC=CC=C3C2C1)CC(OC)OC (3S)-1-(2,2-dimethoxyethan-1-yl)-2,3,4,9-tetrahydro-beta-carboline-3-carboxylic acid benzyl ester